BrC=1C=NN2C1N=C(C=C2C2=CC=C(C=C2)S(=O)(=O)C)Cl 3-bromo-5-chloro-7-(4-methanesulfonylphenyl)pyrazolo[1,5-a]pyrimidine